3-(4-(tert-butyl)phenyl)prop-2-yn-1-ol C(C)(C)(C)C1=CC=C(C=C1)C#CCO